3-[(2R)-2-cyano-2-methyl-pyrrolidine-1-carbonyl]-N-[(3R or S)-3-cyanotetrahydrofuran-3-yl]-8-methoxy-1-(2,2,2-trifluoroethyl)-5,6-dihydropyrrolo[2,1-a]isoquinoline-9-carboxamide C(#N)[C@@]1(N(CCC1)C(=O)C1=CC(=C2N1CCC1=CC(=C(C=C21)C(=O)N[C@@]2(COCC2)C#N)OC)CC(F)(F)F)C |o1:25|